hafnium silicon oxide [Si]=O.[Hf]